[(1R)-2-[[2-[2-[tert-butyl(dimethyl)silyl] oxyethyl]-5-ethoxy-4-iodo-pyrazol-3-yl] methyl-ethyl-amino]-1-methyl-ethyl] methanesulfonate CS(=O)(=O)O[C@@H](CN(CC)CC=1N(N=C(C1I)OCC)CCO[Si](C)(C)C(C)(C)C)C